C(CCP(C1=CC=CC=C1)C1=CC=CC=C1)P(C1=CC=CC=C1)C1=CC=CC=C1 propane-1,3-diylbis(diphenylphosphane)